1-[(2R,5R)-4-hydroxy-3-methoxy-5-(1-piperidyloxymethyl)tetrahydrofuran-2-yl]pyrimidine-2,4-dione OC1C([C@@H](O[C@@H]1CON1CCCCC1)N1C(NC(C=C1)=O)=O)OC